1-[5-(pyridin-4-yl)-1H-pyrazole-3-carbonyl]-N-[(pyridin-4-yl)methyl]piperidine-4-carboxamide N1=CC=C(C=C1)C1=CC(=NN1)C(=O)N1CCC(CC1)C(=O)NCC1=CC=NC=C1